Benzyl 3-(((dimethyl(oxo)-λ6-sulfanylidene)amino)methyl)-2-methylpiperidine-1-carboxylate CS(=O)(C)=NCC1C(N(CCC1)C(=O)OCC1=CC=CC=C1)C